NCCC1=C(C(=O)N)C=CC=C1OCC(OCCO)SSC(C)(C)C (2-aminoethyl)-3-(2-(tert-butyldisulfaneyl)-2-(2-hydroxyethoxy)ethoxy)benzamide